2-Ethyl-N-(2-iodophenyl)-N-methoxybenzamide C(C)C1=C(C(=O)N(OC)C2=C(C=CC=C2)I)C=CC=C1